C(C)(C)(C)OC(=O)N1C(C(NCC1)C)C1=NC=CC2=C1C(=CN2C2=CC(=CC=C2)Cl)C2=NC=CC=C2 (1-(3-chlorophenyl)-3-(pyridin-2-yl)-1H-pyrrolo[3,2-c]pyridin-4-yl)-3-methylpiperazine-1-carboxylic acid tert-butyl ester